C(C)OC1=C(C=CC(=C1F)F)[C@H]1C(O[C@@]([C@H]1C)(C(F)(F)F)C)C(=O)NC1=C[C@H]([N+](C=C1)=O)C(=O)N (2S,3S,4S,5S)-4-[[3-(2-ethoxy-3,4-difluoro-phenyl)-4,5-dimethyl-5-(trifluoromethyl)tetrahydrofuran-2-carbonyl]amino]-1-oxo-pyridin-1-ium-2-carboxamide